BrC1=C2CN(C(C2=CC(=C1)NCC(F)(F)F)=O)CC(C(=O)N)=C 2-[[4-bromo-1-oxo-6-(2,2,2-trifluoroethylamino)isoindolin-2-yl]methyl]prop-2-enamide